OC=1C(=NC=C(C1)C1=CC2=CC=CC=C2C=C1)C(=O)NCC(C(=O)O)C 3-(3-hydroxy-5-(naphthalen-2-yl)picolinamido)-2-methylpropanoic acid